3-(2,6-dichloro-3-pyridyl)-4-[4-[(3S)-1-(3-fluoropropyl)pyrrolidin-3-yl]oxyphenyl]-2H-thiochromen-7-ol ClC1=NC(=CC=C1C=1CSC2=CC(=CC=C2C1C1=CC=C(C=C1)O[C@@H]1CN(CC1)CCCF)O)Cl